ClCCCC1(NCCC1=C(F)F)C(=O)OC methyl 2-(3-chloropropyl)-3-(difluoromethylene)pyrrolidin-2-carboxylate